C(C)(=O)NC1=CC=NN1C1=NN=C(S1)NC(=O)C=1OC(C(=C(C1)C1=NC=CC=C1OC)OC1CC(CCC1)OC)=O N-[5-(5-acetamidopyrazol-1-yl)-1,3,4-thiadiazol-2-yl]-5-[(3-methoxycyclohexyl)oxy]-4-(3-methoxypyridin-2-yl)-6-oxopyran-2-carboxamide